2,5-dimethyl-anilinestearamidoethyldiethylamine acetic acid salt C(C)(=O)O.CC1=C(NCCCCCCCCCCCCCCCCCC(=O)NCCN(CC)CC)C=C(C=C1)C